OC1=CC=C(C=C1)/C(=C(\CC)/C1=CC=CC=C1)/C1=CC=C(OCCOCCOCCNC2=C3CN(C(C3=CC=C2)=O)C2C(NC(CC2)=O)=O)C=C1 (Z)-3-(4-((2-(2-(2-(4-(1-(4-hydroxyphenyl)-2-phenylbut-1-en-1-yl)phenoxy)ethoxy)ethoxy)ethyl)amino)-1-oxoisoindolin-2-yl)piperidine-2,6-dione